ClC=1C=C2C3=C(NC2=CC1)C(N(CC3)C3=NC(=NC(=N3)OC)OC)CC(C)C 6-chloro-2-(4,6-dimethoxy-1,3,5-triazin-2-yl)-1-(2-methylpropyl)-2,3,4,9-tetrahydro-1H-pyrido[3,4-b]indole